ClC1=CC2=C(N=N1)N(C=C2)CC2COC2 3-Chloro-7-[(oxetan-3-yl)methyl]-7H-pyrrolo[2,3-c]pyridazine